NC=1SC=C2C(=NN(C(C21)=O)C2=CC=C(C=C2)Cl)C(=O)NC2CC2 5-amino-3-(4-chlorophenyl)-N-cyclopropyl-4-oxo-3,4-dihydrothieno[3,4-d]pyridazine-1-carboxamide